ClC=1C(=C(C=CC1)S(=O)(=O)N1CCC2(CC(CO2)NC[C@@H](COC=2C=C(C=CC2)S(=O)(=O)NC)O)CC1)F 3-((2S)-3-(8-(3-chloro-2-fluorophenylsulphonyl)-1-oxa-8-azaspiro[4.5]decan-3-ylamino)-2-hydroxypropoxy)-N-methylbenzenesulphonamide